C1(CC1)S(=O)(=O)N1CC2=C(C=C(C=C2CC1)C=1C=C2C(=NC1)NC=C2C)[C@H]2N(CCC2)C(=O)OC(C)(C)C tert-butyl (S)-2-(2-(cyclopropylsulfonyl)-6-(3-methyl-1H-pyrrolo[2,3-b]pyridin-5-yl)-1,2,3,4-tetrahydroisoquinolin-8-yl)pyrrolidine-1-carboxylate